5-(2,6-dimethylpiperazin-1-yl)-2,3-dihydro-1,4-benzodioxine CC1N(C(CNC1)C)C1=CC=CC=2OCCOC21